COC(=O)C=1C=CC=2C(N1)=CN(N2)CC2=CC=CC=C2 2-benzyl-2H-pyrazolo[4,3-b]Pyridine-5-carboxylic acid methyl ester